(5S)-5-(3,5-difluorophenyl)-2-(trans-3-{[6-(2-methyl-1H-imidazol-1-yl)pyrimidin-4-yl]oxy}cyclobutyl)-2,5,6,7-tetrahydro-3H-pyrrolo[2,1-c][1,2,4]triazol-3-one FC=1C=C(C=C(C1)F)[C@@H]1CCC2=NN(C(N21)=O)[C@@H]2C[C@H](C2)OC2=NC=NC(=C2)N2C(=NC=C2)C